COC1=C(C=CC(=C1)OC)C(N)C1=CC=C(C=C1)OC (2,4-dimethoxyphenyl)-(4-methoxyphenyl)methanamine